ClC=1C=C(C=CC1)C1=CC(=CN=N1)C(=O)NCC=1C(=NC=CC1)N1CCOCC1 6-(3-chlorophenyl)-N-[(2-morpholino-3-pyridyl)methyl]pyridazine-4-carboxamide